sodium (2R,5S,13aR)-7,9-dioxo-10-((2,4,6-trifluorobenzyl)carbamoyl)-1,3,4,5,7,9,13,13a-octahydro-2,5-methanopyrido[1',2':4,5]pyrazino[2,1-b][1,3]oxazepin-8-olate O=C1C=2N(C[C@H]3O[C@@H]4CC[C@H](N31)C4)C=C(C(C2[O-])=O)C(NCC2=C(C=C(C=C2F)F)F)=O.[Na+]